C(#N)C1=C(C=C(C2=C1CCO2)N2N=C(C=C2)C(C)C)NCC(C(=O)O)=C 2-(((4-cyano-7-(3-isopropyl-1H-pyrazol-1-yl)-2,3-dihydrobenzofuran-5-yl)amino)methyl)acrylic acid